FCCOC=1C=C(C=CC1)[C@H](C1CCN(CC1)C(=O)C=1C=CC2=C(NC(CO2)=O)C1)C1=CC=C(C=C1)F 6-[4-[(R)-[3-(2-fluoroethoxy)phenyl]-(4-fluorophenyl)methyl]piperidine-1-carbonyl]-4H-1,4-benzoxazin-3-one